BrC=1C=2N(C=C(C1)C1CC1)C=C(N2)CN2N=NC(=C2)C(=O)OC methyl 1-((8-bromo-6-cyclopropylimidazo[1,2-a]pyridin-2-yl) methyl)-1H-1,2,3-triazole-4-carboxylate